7-(benzyloxy)-2-(methylsulfanyl)-5-[2-(triisopropylsilyl)ethynyl]pyrido[2,3-d]pyrimidine C(C1=CC=CC=C1)OC=1C=C(C2=C(N=C(N=C2)SC)N1)C#C[Si](C(C)C)(C(C)C)C(C)C